NC1=NC(=NN2C1=NC=C2C=2C=C(C=CC2C)S(=O)(=O)N(C)CCC#N)C(F)(F)F 3-(4-amino-2-(trifluoromethyl)imidazo[2,1-f][1,2,4]triazin-7-yl)-N-(2-cyanoethyl)-N,4-dimethylbenzenesulfonamide